1,2,3,4-butanetetracarboxylic acid, tetrakis(2,2,6,6-tetramethyl-4-piperidinyl) ester C(C(C(CC(=O)OC1CC(NC(C1)(C)C)(C)C)C(=O)OC1CC(NC(C1)(C)C)(C)C)C(=O)OC1CC(NC(C1)(C)C)(C)C)C(=O)OC1CC(NC(C1)(C)C)(C)C